C(C)(C)C=1N=C(SC1C(=O)NC(C)C1=CC(=CC=C1)OC(F)(F)F)N(CC1CCOCC1)C 4-Isopropyl-2-[methyl-(tetrahydro-pyran-4-yl-methyl)-amino]-N-[1-[3-(trifluoromethyloxy)-phenyl]-ethyl]-thiazole-5-carboxylic acid amide